bis(1,10-phenanthroline) ruthenium (II) bis(hexafluorophosphate) F[P-](F)(F)(F)(F)F.F[P-](F)(F)(F)(F)F.[Ru+2].N1=CC=CC2=CC=C3C=CC=NC3=C12.N1=CC=CC2=CC=C3C=CC=NC3=C12